FC1=C(C=CC=C1C(F)F)[C@@H](C)NC=1C2=C(N=C(N1)C)N=C(C(=C2)C2(CC2)C#N)Cl 1-(4-((R)-1-(2-fluoro-3-(difluoromethyl)phenyl)ethylamino)-7-chloro-2-methylpyrido[2,3-d]pyrimidin-6-yl)cyclopropanecarbonitrile